NC1=C(SC2=NC(=CN=C21)C)C(=O)NC2CC=1C=C(C(=NC1CC2)N2CC1(C(CCO1)C)C(C2)N)F 7-amino-N-(2-{9-amino-4-methyl-1-oxa-7-azaspiro[4.4]nonan-7-yl}-3-fluoro-5,6,7,8-tetrahydroquinolin-6-yl)-3-methylthieno[2,3-b]pyrazine-6-carboxamide